C(C1=CC=CC=C1)N1N=CC=2C1=NC(=CC2)N2CCN(CC2)CC2=NC1=C(N2C[C@H]2OCC2)C=C(C=C1)C(=O)O (S)-2-((4-(1-benzyl-1H-pyrazolo[3,4-b]pyridin-6-yl)piperazin-1-yl)methyl)-1-(oxetan-2-ylmethyl)-1H-benzo[d]imidazole-6-carboxylic acid